C(C)(C)(C)OC(=O)N[C@H](COC=1C(=C(C=CC1)CCCCCC(=O)OC)F)CCC(N)=O methyl 6-[3-[(2S)-2-[(tert-butoxycarbonyl)amino]-4-carbamoylbutoxy]-2-fluorophenyl]hexanoate